4-trifluoromethyl-cyclohexylamine FC(C1CCC(CC1)N)(F)F